tert-butyl 4-(cyclopentanecarboxamidomethyl)piperidine-1-carboxylate C1(CCCC1)C(=O)NCC1CCN(CC1)C(=O)OC(C)(C)C